6-(prop-2-yn-1-yl)-2-(pyridin-2-yl)-4,5,6,7-tetrahydro-2H-pyrazolo[3,4-c]pyridin-3-ol C(C#C)N1CC=2C(CC1)=C(N(N2)C2=NC=CC=C2)O